CNC1(CC1)C1=CC=C(C#N)C=C1 4-[1-(methylamino)cyclopropyl]benzonitrile